C1(=CC(=CC=C1)N1C2=CC=CC=C2C=2C1=CC=C1C3=CC=CC=C3NC21)C2=CC=C(C=C2)C2=CC=CC=C2 5-([1,1':4',1''-terphenyl]-3-yl)-5,12-dihydroindolo[3,2-a]carbazole